ClC1=C(C=NNC(C2=NC(=CC=C2)C2=CC=C(C=C2)OCC)=O)C=CC=C1 (2-chlorobenzylidene)-6-(4-ethoxyphenyl)picolinohydrazide